cis-N1-methyl-N3-(5-(3-methylimidazo[1,2-a]pyrimidin-6-yl)pyrrolo[2,1-f][1,2,4]triazin-2-yl)cyclobutane-1,3-diamine CN[C@@H]1C[C@@H](C1)NC1=NN2C(C=N1)=C(C=C2)C=2C=NC=1N(C2)C(=CN1)C